P(OCCCCCCCC\C=C/CCCCCCCC)(OCCCCCCCC\C=C/CCCCCCCC)[O-] dioleyl phosphite